ClC=1N=NC(=CC1C)OCCCOC 3-chloro-6-(3-methoxypropoxy)-4-methylpyridazine